BrC=1C=CC(=NC1)OC1CC(C1)OC=1C=NC(=CC1)C#CC(C)OCC1=CC=C(C=C1)OC 5-bromo-2-[3-[[6-[3-[(4-methoxyphenyl)methoxy]but-1-ynyl]-3-pyridyl]oxy]cyclobutoxy]pyridine